N1CC(C1)C1=CC=C(C=N1)NCC1(CC1)C(F)(F)F 6-(azetidin-3-yl)-N-[[1-(trifluoromethyl)cyclopropyl]methyl]pyridin-3-amine